(R)-3-amino-1-(4-hydroxypiperidin-1-yl)-4-(phenylthio)butan-1-one N[C@H](CC(=O)N1CCC(CC1)O)CSC1=CC=CC=C1